BrC=1C=C(C=C(C1)CO)CO (5-Bromo-1,3-phenylene)dimethanol